P(=O)(O)(O)OC[C@@H]1[C@H]([C@H]([C@@H](O1)N1C=NC=2C(=O)NC(N)=NC12)O)O guanosine 5'-phosphate